2-(3-(3,5-difluoro-6-(((3S,4S)-4-fluoropyrrolidin-3-yl)amino)pyridin-2-yl)-7-methoxyimidazo[1,2-b]pyridazin-6-yl)propan-2-ol FC=1C(=NC(=C(C1)F)N[C@H]1CNC[C@@H]1F)C1=CN=C2N1N=C(C(=C2)OC)C(C)(C)O